C(C)(C)(C)N1COC(=C1)C(=O)O 3-(tert-butyl)oxazole-5-carboxylic acid